((1S)-2-((1S,3S,5S)-3-cyano-2-azabicyclo[3.1.0]hexane-2-yl)-1-((1S,3r,5S)-3-(2-(2-morpholinoethoxy)ethoxy)adamantan-1-yl)-2-oxoethyl)carbamic acid tert-butyl ester C(C)(C)(C)OC(N[C@H](C(=O)N1[C@H]2C[C@H]2C[C@H]1C#N)C12CC3(C[C@@H](CC(C1)C3)C2)OCCOCCN2CCOCC2)=O